CN(CCNC(=O)C1CCN(CC1)C1=NN=C(C=2C1=NN(C2C(F)(F)F)C2=CC=C(C=C2)C)C)C N-(2-(dimethylamino)ethyl)-1-(4-methyl-2-(p-tolyl)-3-(trifluoromethyl)-2H-pyrazolo[3,4-d]pyridazin-7-yl)piperidine-4-carboxamide